N-(2-aminoethyl)-2-{3-chloro-4-[(4-isopropylbenzyl)oxy]phenyl}acetamide NCCNC(CC1=CC(=C(C=C1)OCC1=CC=C(C=C1)C(C)C)Cl)=O